C(#N)C(C1=CC(=CC=C1)OC1=CC=CC=C1)OC(=O)C1C(C1C=C(C)C)(C)C [Cyano-(3-phenoxyphenyl)methyl]-2,2-dimethyl-3-(2-methylprop-1-enyl)cyclopropan-1-carboxylat